ClC1=C(C(=O)NCC=2C=NN(C2)C(=O)OC(C)(C)C)C=CC(=C1)NC(=O)C=1N(C(=CN1)C1=C(C(=C(C=C1)OC)F)F)C tert-butyl 4-((2-chloro-4-(5-(2,3-difluoro-4-methoxyphenyl)-1-methyl-1H-imidazole-2-carboxamido)benzamido)methyl)-1H-pyrazole-1-carboxylate